6-amino-N-(4-((1-(3,4-dichlorophenyl)-4-methyl-4,5-dihydro-1H-pyrazol-3-yl)amino)-4-oxobutyl)hexanamide hydrochloride Cl.NCCCCCC(=O)NCCCC(=O)NC1=NN(CC1C)C1=CC(=C(C=C1)Cl)Cl